5-bromoisoindoline BrC=1C=C2CNCC2=CC1